O[C@@H]1CN(CC1)C1=C(C=C(C=C1)C1=NNC(OC1)=O)C(F)(F)F 5-{4-[(3S)-3-hydroxypyrrolidin-1-yl]-3-(trifluoromethyl)phenyl}-3,6-dihydro-2H-1,3,4-oxadiazin-2-one